NC1=NC(=CC(=N1)N)Cl 2,4-diamino-6-chloropyrimidine